C1(CCC1)N1C[C@@H](CC1)CN1C2=C(C(C3=CC(=CC=C13)F)=O)C1=CC3=C(C(N1C2)=O)COC([C@]3(O)CC)=O (S)-11-(((R)-1-cyclobutylpyrrolidin-3-yl)methyl)-4-ethyl-8-fluoro-4-hydroxy-1H-pyrano[3',4':6,7]indolizino[2,1-b]quinoline-3,6,14(4H,11H,12H)-trione